5-Bromo-N-(tetrahydro-2H-pyran-4-yl)pyrazolo[1,5-a]pyridine-3-carboxamide BrC1=CC=2N(C=C1)N=CC2C(=O)NC2CCOCC2